6-Isopropoxy-2-methyl-1,2,3,4-tetrahydroisoquinolin-7-amine C(C)(C)OC=1C=C2CCN(CC2=CC1N)C